ClC=1C=CC2=C(N=C(S2)N)C1C 5-chloro-4-methyl-1,3-benzothiazol-2-amine